(S)-tert-butyl (4-((4-((2-(2-cyano-4,4-difluoropyrrolidin-1-yl)-2-oxoethyl)carbamoyl)quinolin-6-yl)oxy)butyl)carbamate C(#N)[C@H]1N(CC(C1)(F)F)C(CNC(=O)C1=CC=NC2=CC=C(C=C12)OCCCCNC(OC(C)(C)C)=O)=O